FC1=CC=C(C=C1)[C@@H]1N(CCC2=CC=CC=C12)C(=O)[C@@H]1OC[C@@](CC1)([N+](=O)[O-])CO ((S)-1-(4-fluorophenyl)-3,4-dihydroisoquinolin-2(1H)-yl)((2r,5S)-5-(hydroxymethyl)-5-nitrotetrahydro-2H-pyran-2-yl)methanone